C(C)(=O)N1CCP(CC1)(=O)C1=CC2=C(N=C(N=C2N[C@H](C)C2=C(C(=CC=C2)C(F)F)F)C)C=N1 1-acetyl-4-[4-({(1R)-1-[3-(difluoromethyl)-2-fluorophenyl]ethyl}amino)-2-methylpyrido[3,4-d]pyrimidin-6-yl]-1,4lambda5-azaphosphinan-4-one